(S)-N-(3-cyclopropyl-1H-pyrazol-5-yl)-2-(1-(6-methoxypyridin-2-yl)-1H-pyrazol-4-yl)propanamide C1(CC1)C1=NNC(=C1)NC([C@@H](C)C=1C=NN(C1)C1=NC(=CC=C1)OC)=O